N-((1-(6-(2-hydroxyphenyl)pyridazin-4-yl)-4-phenylpiperidin-4-yl)methyl)piperidine-4-sulfonamide OC1=C(C=CC=C1)C1=CC(=CN=N1)N1CCC(CC1)(C1=CC=CC=C1)CNS(=O)(=O)C1CCNCC1